CN1C(N(C2=C1C(=CC=C2)N2CC1(C2)CNC1)C1C(NC(CC1)=O)=O)=O 3-(3-methyl-2-oxo-4-(2,6-diazaspiro[3.3]heptan-2-yl)-2,3-dihydro-1H-benzo[d]imidazol-1-yl)piperidine-2,6-dione